N-methyl-N'-tetrahydrofuryl-propylenediamine CNCC(C)NC1OCCC1